aminododecane-1-ol NC(CCCCCCCCCCC)O